6,7-dihydroxy-4-(4-hydroxy-3,5-dimethoxyphenyl)-2-naphthoic acid OC=1C=C2C(=CC(=CC2=CC1O)C(=O)O)C1=CC(=C(C(=C1)OC)O)OC